C(C)(C)(C)C=1C=CC=C2C=CNC12 7-(tert-butyl)-1H-indole